C(C)[Si]1(OC(CSC1)=O)CC 2,2-diethyl-1-oxa-4-thia-2-silacyclohexan-6-one